6-(5-(1-(tert-Butoxycarbonyl)piperidin-4-yl)-3-isopropyl-1H-indol-2-yl)-8-methylimidazo[1,2-a]pyridine-2-carboxylic acid ethyl ester C(C)OC(=O)C=1N=C2N(C=C(C=C2C)C=2NC3=CC=C(C=C3C2C(C)C)C2CCN(CC2)C(=O)OC(C)(C)C)C1